4,4'-biphenyldicarbonyl chloride C1(=CC=C(C=C1)C(=O)Cl)C1=CC=C(C=C1)C(=O)Cl